NN=CNC=1C=C(C[C@H](N)C(=O)O)C=CC1 3-[(aminoiminomethyl)amino]-L-phenylalanine